C1(CC1)C1CN(CCO1)C=1N=CC2=C(N1)C(N(C2)C(C)C)=O 2-(2-cyclopropyl-morpholin-4-yl)-6-(propan-2-yl)-5,6-dihydro-7H-pyrrolo[3,4-d]pyrimidin-7-one